C(C)(=O)NC1=CC=C(CCNC(=O)C=2N=C(SC2)C#C)C=C1 N-(4-Acetamidophenethyl)-2-ethynylthiazole-4-carboxamide